5-(azetidin-3-ylamino)-6-(2-((6,6-dimethyl-2,4-dioxo-3-azabicyclo[3.1.0]hexan-3-yl)methyl)thieno[3,2-b]pyridin-7-yl)-4-methylpicolinonitrile 2,2,2-trifluoroacetate FC(C(=O)O)(F)F.N1CC(C1)NC=1C(=CC(=NC1C1=C2C(=NC=C1)C=C(S2)CN2C(C1C(C1C2=O)(C)C)=O)C#N)C